ClC=1C=C(C=CC1Cl)C(CN(C)C)NS(=O)(=O)C1=CC=C(C=C1)C1=CC=CC=C1 N-(1-(3,4-dichlorophenyl)-2-(dimethylamino)ethyl)-[1,1'-biphenyl]-4-sulfonamide